(bromomethyl)phenylboronic acid pinacol ester BrCCC1(OB(OC1(C)C)C1=CC=CC=C1)C